O[C@@H](CN1CCCC1)C (R)-1-((R)-2-hydroxy-propyl)-pyrrolidin